rac-N1-(4-amino-1H-pyrazolo[4,3-c]pyridin-7-yl)-N2-methyl-N2-(1-(4-(trifluoromethyl)phenyl)ethyl)oxalamide NC1=NC=C(C2=C1C=NN2)NC(C(=O)N([C@H](C)C2=CC=C(C=C2)C(F)(F)F)C)=O |r|